1-(4-((6-amino-5-cyanopyrimidin-4-yl)oxy)-2-methylphenyl)-3-(3-(tert-butyl)-1-(4-(pyrrolidin-1-yl)phenyl)-1H-pyrazol-5-yl)urea NC1=C(C(=NC=N1)OC1=CC(=C(C=C1)NC(=O)NC1=CC(=NN1C1=CC=C(C=C1)N1CCCC1)C(C)(C)C)C)C#N